FC1(CCC(CC1)(O)C#C[Si](C)(C)C)F 4,4-difluoro-1-((trimethylsilyl)ethynyl)cyclohexane-1-ol